CC1=CC(=NC=C1N1CCC2(OCCO2)CC1)C1C(NC(CC1)=O)=O 3-(4-methyl-5-(1,4-dioxa-8-azaspiro[4.5]decan-8-yl)pyridin-2-yl)piperidine-2,6-dione